4-(dimethylaminomethylene)-(2R)-2-methyl-5-oxo-piperidine-1-carboxylic acid tert-butyl ester C(C)(C)(C)OC(=O)N1[C@@H](CC(C(C1)=O)=CN(C)C)C